C1=CC=CC=2C3=CC=CC=C3C(C12)COC(=O)N[C@@H](C(=O)N1CCC(CC1)(C(=O)OCC1=CC=CC=C1)NC(=O)OCC1=CC=CC=C1)CCCCNC(=O)OC(C)(C)C (R)-Benzyl 1-(2-((((9H-fluoren-9-yl)methoxy)carbonyl)amino)-6-((tert-butoxycarbonyl)amino)hexanoyl)-4-(((benzyloxy)carbonyl)amino)piperidine-4-carboxylate